NC(CN1CCN(CC1)C1=CC2=C(CC(O2)(C)C)C=C1NC(=O)C=1C=NN2C1N=CC=C2)(C)C N-(6-(4-(2-amino-2-methylpropyl)piperazin-1-yl)-2,2-dimethyl-2,3-dihydrobenzofuran-5-yl)pyrazolo[1,5-a]pyrimidine-3-carboxamide